rel-N-(6-amino-5-methylpyridin-3-yl)-2-((2R,5S)-5-methyl-2-(4-(methylsulfonyl)phenyl)piperidin-1-yl)-2-oxoacetamide NC1=C(C=C(C=N1)NC(C(=O)N1[C@H](CC[C@@H](C1)C)C1=CC=C(C=C1)S(=O)(=O)C)=O)C |o1:12,15|